2'-chloro-N-(5-((6-hydroxyspiro[3.3]heptan-2-yl)methoxy)-1,3,4-thiadiazol-2-yl)-5'-methoxy-6-methyl-[4,4'-bipyridine]-3-carboxamide ClC1=NC=C(C(=C1)C1=C(C=NC(=C1)C)C(=O)NC=1SC(=NN1)OCC1CC2(C1)CC(C2)O)OC